N-[5-[(5-chloro-1H-pyrrolo[2,3-b]pyridin-3-yl)methyl]-2-pyridinyl]-6-(trifluoromethyl)-3-pyridinemethylamine ClC=1C=C2C(=NC1)NC=C2CC=2C=CC(=NC2)NCC=2C=NC(=CC2)C(F)(F)F